((4-iodophenyl)(1-methyl-1H-indol-3-yl)methyl)triphenylphosphonium triflate [O-]S(=O)(=O)C(F)(F)F.IC1=CC=C(C=C1)C(C1=CN(C2=CC=CC=C12)C)[P+](C1=CC=CC=C1)(C1=CC=CC=C1)C1=CC=CC=C1